Cl.FC=1C(=NC=CC1)C1=CN=C(S1)C(=O)[C@@H]1CNCCO1 (S)-(5-(3-fluoropyridin-2-yl)thiazol-2-yl)(morpholin-2-yl)methanone hydrochloride